N-(3-methoxy-5-methylpyrazin-2-yl)-2-[4-(1,3,4-oxadiazol-2-yl)phenyl]pyridine-3-sulfonamide COC=1C(=NC=C(N1)C)NS(=O)(=O)C=1C(=NC=CC1)C1=CC=C(C=C1)C=1OC=NN1